9,9'-spirobi(9H-fluoren)-4-amine C1=CC=C(C=2C3=CC=CC=C3C3(C12)C1=CC=CC=C1C=1C=CC=CC13)N